S-methoxy-amino-methyl-2-thiouracil COS(=C1NC=C(C(N1)=O)N)C